2-isopropoxyethanamine C(C)(C)OCCN